FC1=CC(=C(C=C1)[C@H](C1C2N(C(C=3N1N=CC(C3O)=O)=O)CCC2)C2=CC=C(C=C2)F)C 10-((R)-(4-fluoro-2-methylphenyl)(4-fluorophenyl)methyl)-4-hydroxy-8,9,9a,10-tetrahydro-7H-pyrrolo[1',2':4,5]pyrazino[1,2-b]pyridazine-3,5-dione